butyl 3-(2-bromo-6-chloropyridin-4-yl)-5-methyl-4-(methylsulfonyl)piperazine-1-carboxylate BrC1=NC(=CC(=C1)C1CN(CC(N1S(=O)(=O)C)C)C(=O)OCCCC)Cl